1-(4-(1-((5-(5-(difluoromethyl)-1,3,4-oxadiazol-2-yl)pyridin-2-yl)methyl)-1H-1,2,3-triazol-4-yl)piperidin-1-yl)-2-hydroxyethan-1-one FC(C1=NN=C(O1)C=1C=CC(=NC1)CN1N=NC(=C1)C1CCN(CC1)C(CO)=O)F